(S)-2-(6-(3-methyl-1-(4-methyl-4H-1,2,4-triazol-3-yl)cyclobutyl)indolizin-8-yl)-6-((3-methylpiperidin-1-yl)methyl)-4-(trifluoromethyl)isoindol-1-one CC1CC(C1)(C1=NN=CN1C)C1=CN2C=CC=C2C(=C1)N1C(C2=CC(=CC(=C2C1)C(F)(F)F)CN1C[C@H](CCC1)C)=O